C(C=C)SC1=NC=NN1C[C@]1(OC[C@H]1C1=C(C=CC=C1)Cl)C1=C(C=C(C=C1)F)F |o1:10,13| 5-(allylthio)-1-{[rel-(2R,3R)-3-(2-chlorophenyl)-2-(2,4-difluorophenyl)oxetan-2-yl]methyl}-1H-1,2,4-triazole